2-(2,4-Dimethylphenoxy)-6-(6-methoxy-5-methyl-3-pyridyl)-N-(1H-pyrazol-3-ylsulfonyl)pyridin-3-carboxamid CC1=C(OC2=NC(=CC=C2C(=O)NS(=O)(=O)C2=NNC=C2)C=2C=NC(=C(C2)C)OC)C=CC(=C1)C